C(C)(CC)[Li] sec-butyllithium